3,3-difluorocyclobutyl(4-cyclobutyl-3-(3,3-difluorocyclobutyl)-1-methyl-1H-pyrazol-5-yl)carbamate FC1(CC(C1)N(C([O-])=O)C1=C(C(=NN1C)C1CC(C1)(F)F)C1CCC1)F